(E,Z)-4,6-Hexadecadien-1-ol C(CC\C=C\C=C/CCCCCCCCC)O